1,1-dioxidotetrahydrothiophen O=S1(CCCC1)=O